C1(CC1)N(C=1C(=CC2=C(N=C(S2)N2CCOCC2)C1)NC(C1=NC(=CC=C1)C1=CC=NN1)=O)C N-(5-(cyclopropyl(methyl)amino)-2-morpholinobenzo[d]thiazol-6-yl)-6-(1H-pyrazol-5-yl)picolinamide